{4-[(4-tert-Butyl-benzyl)-(methyl)amino]-2-trifluoromethyl-phenyl}-carbamic acid ethyl ester C(C)OC(NC1=C(C=C(C=C1)N(C)CC1=CC=C(C=C1)C(C)(C)C)C(F)(F)F)=O